C(C)(C)(C)OC=CC1=CC=CC=C1 tertiary butoxystyrene